BrC1=CN=CN1CC1=C(C=C(C=C1)C1=NOC(=N1)C(F)(F)F)OC 3-[4-[(5-bromoimidazol-1-yl)methyl]-3-methoxy-phenyl]-5-(trifluoromethyl)-1,2,4-oxadiazole